1-[3-(1-Hydroxyethyl)-6-[5-[(3S)-3-hydroxypyrrolidin-1-yl]benzimidazol-1-yl]-2-pyridinyl]-5-methyl-pyrazole-3-carbonitrile OC(C)C=1C(=NC(=CC1)N1C=NC2=C1C=CC(=C2)N2C[C@H](CC2)O)N2N=C(C=C2C)C#N